1,3-dimethoxy-2-((1R,6R)-3-methyl-6-(prop-1-en-2-yl)cyclohex-2-enyl)-5-pentyl-benzene COC1=C(C(=CC(=C1)CCCCC)OC)[C@@H]1C=C(CC[C@H]1C(=C)C)C